(E)-5-(2-bromo-vinyl)cytidine triphosphate P(O)(=O)(OP(=O)(O)OP(=O)(O)O)OC[C@@H]1[C@H]([C@H]([C@@H](O1)N1C(=O)N=C(N)C(=C1)\C=C\Br)O)O